C1=CN(C(=O)N=C1N)[C@H]2[C@@H]([C@@H]([C@H](O2)COP(=O)(O)O[C@@H]3[C@H](O[C@H]([C@@H]3O)N4C=CC(=O)NC4=O)COP(=O)(O)O[C@@H]5[C@H](O[C@H]([C@@H]5O)N6C=NC7=C6N=C(NC7=O)N)COP(=O)(O)O[C@@H]8[C@H](O[C@H]([C@@H]8O)N9C=NC1=C(N=CN=C19)N)COP(=O)(O)O[C@@H]1[C@H](O[C@H]([C@@H]1O)N1C=CC(=NC1=O)N)COP(=O)(O)O[C@@H]1[C@H](O[C@H]([C@@H]1O)N1C=CC(=NC1=O)N)COP(=O)(O)O[C@@H]1[C@H](O[C@H]([C@@H]1O)N1C=CC(=NC1=O)N)COP(=O)(O)O[C@@H]1[C@H](O[C@H]([C@@H]1O)N1C=NC2=C(N=CN=C21)N)COP(=O)(O)O[C@@H]1[C@H](O[C@H]([C@@H]1O)N1C=NC2=C(N=CN=C21)N)COP(=O)(O)O[C@@H]1[C@H](O[C@H]([C@@H]1O)N1C=CC(=NC1=O)N)COP(=O)(O)O[C@@H]1[C@H](O[C@H]([C@@H]1O)N1C=CC(=O)NC1=O)COP(=O)(O)O[C@@H]1[C@H](O[C@H]([C@@H]1O)N1C=NC2=C1N=C(NC2=O)N)COP(=O)(O)O[C@@H]1[C@H](O[C@H]([C@@H]1O)N1C=NC2=C1N=C(NC2=O)N)COP(=O)(O)O[C@@H]1[C@H](O[C@H]([C@@H]1O)N1C=CC(=NC1=O)N)COP(=O)(O)O[C@@H]1[C@H](O[C@H]([C@@H]1O)N1C=NC2=C1N=C(NC2=O)N)COP(=O)(O)O[C@@H]1[C@H](O[C@H]([C@@H]1O)N1C=NC2=C(N=CN=C21)N)COP(=O)(O)O[C@@H]1[C@H](O[C@H]([C@@H]1O)N1C=NC2=C(N=CN=C21)N)COP(=O)(O)O[C@@H]1[C@H](O[C@H]([C@@H]1O)N1C=NC2=C1N=C(NC2=O)N)COP(=O)(O)O[C@@H]1[C@H](O[C@H]([C@@H]1O)N1C=NC2=C(N=CN=C21)N)COP(=O)(O)O[C@@H]1[C@H](O[C@H]([C@@H]1O)N1C=CC(=NC1=O)N)COP(=O)(O)O[C@@H]1[C@H](O[C@H]([C@@H]1O)N1C=NC2=C1N=C(NC2=O)N)COP(=O)(O)O[C@@H]1[C@H](O[C@H]([C@@H]1O)N1C=CC(=O)NC1=O)COP(=O)(O)O[C@@H]1[C@H](O[C@H]([C@@H]1O)N1C=NC2=C1N=C(NC2=O)N)COP(=O)(O)O[C@@H]1[C@H](O[C@H]([C@@H]1O)N1C=NC2=C(N=CN=C21)N)COP(=O)(O)O[C@@H]1[C@H](O[C@H]([C@@H]1O)N1C=NC2=C(N=CN=C21)N)CO)O)O The molecule is a synthetic RNA fragment comprised of eight adenosine, seven guanosine, three uridine and seven cytidine residues connected by 3'->5' phosphodiester linkages in the sequence A-A-G-U-C-U-C-C-A-C-U-C-G-A-G-U-G-U-C-C-G-A-G-C-G.